S1C=NC2=C1C=CC(=C2)NC2=CC=NC1=CC(=CC=C21)C2=C(C=C(C=C2)C(=O)N2[C@@H]1CN[C@H](C2)C1)F (4-(4-(benzo[d]thiazol-5-ylamino)quinolin-7-yl)-3-fluorophenyl)((1S,4S)-2,5-diazabicyclo[2.2.1]heptan-2-yl)methanone